C(C)C=1C=CC(=C(C1)S(=O)(=O)NC1=NOC2=C1C(=CC(=C2)OC2=CC=C(C=N2)NC(C(=C)F)=O)OC)OC N-(6-((3-((5-ethyl-2-methoxyphenyl)sulfonamido)-4-methoxybenzo[d]isoxazol-6-yl)oxy)pyridin-3-yl)-2-fluoroacrylamide